N-[6-(2,2-difluoroethoxy)-5-fluoro-2-methoxy-3-pyridyl]-7-methyl-6,7-dihydro-5H-imidazo[2,1-b][1,3]oxazine-3-sulfonamide FC(COC1=C(C=C(C(=N1)OC)NS(=O)(=O)C1=CN=C2OC(CCN21)C)F)F